COC1=C(C=O)C=CC(=C1C)C=O 2-methoxy-3-methylterephthalaldehyde